methyl-(E)-4-[2-[2-[2-[2-[2-[2-[bis(tertbutoxycarbonyl)-amino]ethoxy]ethoxy]-ethoxy]ethoxy]ethoxy]ethoxy]but-2-enoate COC(\C=C\COCCOCCOCCOCCOCCOCCN(C(=O)OC(C)(C)C)C(=O)OC(C)(C)C)=O